ClC1=NC(=C2C(=N1)N(N=C2)[C@H]2[C@@H]([C@H](CO2)O)O)NC2CCCC2 (2R,3S,4R,5R)-5-(6-Chloro-4-(cyclopentylamino)-1H-pyrazolo[3,4-d]pyrimidin-1-yl)-3,4-dihydroxytetrahydrofuran